(S)-2-((4-(6-((4-acetyl-2-fluorobenzyl)oxy)pyridine-2-yl)piperidin-1-yl)methyl)-3-(oxetan-2-ylmethyl)-3H-imidazo[4,5-b]pyridine-5-carboxylic acid methyl ester COC(=O)C1=CC=C2C(=N1)N(C(=N2)CN2CCC(CC2)C2=NC(=CC=C2)OCC2=C(C=C(C=C2)C(C)=O)F)C[C@H]2OCC2